4-oxo-1,4-dihydro-1,6-naphthyridine-2-carboxylic acid O=C1C=C(NC2=CC=NC=C12)C(=O)O